2,4-diethylthioxanthene-9-one C(C)C1=CC=2C(C3=CC=CC=C3SC2C(=C1)CC)=O